1-(1,3-dithian-2-yl)-2-phenylprop-2-en-1-one S1C(SCCC1)C(C(=C)C1=CC=CC=C1)=O